2-((S)-3-fluoro-2-methylpropyl)-3-methyl-2,3,4,9-tetrahydro-1H-pyrido[3,4-b]indole FC[C@H](CN1CC=2NC3=CC=CC=C3C2CC1C)C